4-(6-((4-methoxybenzyl)oxy)-2-(2-(2-methylbenzyl)azepan-1-yl)pyrimidin-4-yl)morpholine COC1=CC=C(COC2=CC(=NC(=N2)N2C(CCCCC2)CC2=C(C=CC=C2)C)N2CCOCC2)C=C1